copper-lead-zinc oxide [O-2].[Zn+2].[Pb+2].[Cu+2].[O-2].[O-2]